5'-Chloro-3-hydroxy-2'-methyl-2-naphthanilide ClC=1C=CC(=C(NC(=O)C2=CC3=CC=CC=C3C=C2O)C1)C